4-(((2R,5R)-1-(2-(6-(4-chlorobenzyl)-3,3-dimethyl-5-oxo-2,3,4,5-tetrahydro-1H-pyrrolo[3,2-b]pyridin-1-yl)-2-oxoethyl)-5-methylpiperazin-2-yl)methyl)morpholine-2-carboxamide ClC1=CC=C(CC2=CC3=C(NC2=O)C(CN3C(CN3[C@H](CN[C@@H](C3)C)CN3CC(OCC3)C(=O)N)=O)(C)C)C=C1